(4-(1-Isopropyl-1H-pyrrolopyridin-3-yl)pyrimidin-2-yl)amine C(C)(C)N1C=C(C2=C1C=CC=N2)C2=NC(=NC=C2)N